2-((12-(cyclohexyldimethylsilyl)dodec-11-yn-1-yl)oxy)ethyl hydrogen ((((R)-1-(6-amino-9H-purin-9-yl)propan-2-yl)oxy)methyl)phosphonate NC1=C2N=CN(C2=NC=N1)C[C@@H](C)OCP(OCCOCCCCCCCCCCC#C[Si](C)(C)C1CCCCC1)(O)=O